4-(2-propenyl)-2-methoxybenzene C(C=C)C1=CC(=CC=C1)OC